methoxymethyl 4-((3-ethyl-2,4-dihydroxy-6-methylbenzoyl)oxy)-2,3,5,6-tetramethylbenzoate C(C)C=1C(=C(C(=O)OC2=C(C(=C(C(=O)OCOC)C(=C2C)C)C)C)C(=CC1O)C)O